NC1=NC=CC=C1C1=NC=2C(=NC(=CC2)C2=C(C(=O)N)C=C(C=C2)F)N1C1=CC=C(C=C1)CCl 2-(2-(2-aminopyridin-3-yl)-3-(4-(chloromethyl)phenyl)-3H-imidazo[4,5-b]pyridin-5-yl)-5-fluorobenzamide